NC1=NC=C(C=C1C)F 2-amino-3-methyl-5-fluoropyridine